(5-chloro-3-isopropylpyrazolo[1,5-a]pyrimidin-7-yl)carbamate ClC1=NC=2N(C(=C1)NC([O-])=O)N=CC2C(C)C